ClC=1C=C(C=NC1)N(C)CC1=CC=C(S1)C(=O)N[C@H](C(=O)OC)CC1CCCCC1 methyl (2S)-2-[[5-[[(5-chloro-3-pyridyl)-methyl-amino]methyl]thiophene-2-carbonyl]amino]-3-cyclohexyl-propanoate